trans-3-(((benzyloxy)carbonyl)amino)-4-(trifluoromethyl)pyrrolidine-1-carboxylic acid tert-butyl ester C(C)(C)(C)OC(=O)N1C[C@H]([C@@H](C1)C(F)(F)F)NC(=O)OCC1=CC=CC=C1